Ethyl 6-hydroxy-4-methoxy-2,3-dihydro-1H-indene-2-carboxylate OC1=CC(=C2CC(CC2=C1)C(=O)OCC)OC